ClC=1C(=CC2=C(N(C[C@H](N(S2(=O)=O)C)C2CCCCC2)C2=CC=CC=C2)C1)C=1C=NC=C(C(=O)OC)C1 methyl (R)-5-(7-chloro-3-cyclohexyl-2-methyl-1,1-dioxido-5-phenyl-2,3,4,5-tetrahydrobenzo[f][1,2,5]thiadiazepin-8-yl)nicotinate